N-(3-chloro-5-(methylsulfonamido)phenyl)-4-(3-((3-cyano-5-fluorobenzyl)oxy)-5-fluoropyridin-2-yl)-5-methylthiophene-2-carboxamide ClC=1C=C(C=C(C1)NS(=O)(=O)C)NC(=O)C=1SC(=C(C1)C1=NC=C(C=C1OCC1=CC(=CC(=C1)F)C#N)F)C